FC1(CC(N(C1)C(CNC(C1=CC=C(C=C1)OC1=CC=CC=C1)=O)=O)C(=O)N)CF 4-fluoro-4-(fluoromethyl)-1-((4-phenoxybenzoyl)glycyl)pyrrolidine-2-carboxamide